7-(2-(3-Amino-3-methylazetidin-1-yl)-7-(8-ethyl-7-fluoro-3-hydroxynaphthalen-1-yl)-8-fluoropyrido[4,3-d]pyrimidin-4-yl)-1,3,7-triazaspiro[4.5]decane-2,4-dione NC1(CN(C1)C=1N=C(C2=C(N1)C(=C(N=C2)C2=CC(=CC1=CC=C(C(=C21)CC)F)O)F)N2CC1(C(NC(N1)=O)=O)CCC2)C